NC1=C(C=C(C=C1C(C)C)F)C1=CC(=NC=C1)C#N 4-(2-amino-5-fluoro-3-isopropylphenyl)-pyridinecarbonitrile